(benzylamino)-2-(3-cyanophenyl)pyrazolo[1,5-a]pyrimidine-3-carbonitrile C(C1=CC=CC=C1)NC1=NC=2N(C=C1)N=C(C2C#N)C2=CC(=CC=C2)C#N